(S)-2-(4-(2-((4-cyanobenzyl)oxy)pyrimidin-4-yl)-2,5-difluorobenzyl)-1-(4,4-dimethyltetrahydrofuran-3-yl)-1H-benzo[d]imidazole-6-carboxylic acid C(#N)C1=CC=C(COC2=NC=CC(=N2)C2=CC(=C(CC3=NC4=C(N3[C@@H]3COCC3(C)C)C=C(C=C4)C(=O)O)C=C2F)F)C=C1